((S)-1-(((2R,3S,4R,5R)-5-(6-chloro-4-(cyclopentylamino)-1H-pyrazolo[3,4-d]pyrimidin-1-yl)-3,4-dihydroxytetrahydro-furan-2-yl)methoxy)ethyl)phosphonic acid ClC1=NC(=C2C(=N1)N(N=C2)[C@H]2[C@@H]([C@@H]([C@H](O2)CO[C@H](C)P(O)(O)=O)O)O)NC2CCCC2